2-t-butyl-9,10-bis(2-naphthyl)anthracene C(C)(C)(C)C1=CC2=C(C3=CC=CC=C3C(=C2C=C1)C1=CC2=CC=CC=C2C=C1)C1=CC2=CC=CC=C2C=C1